ethyl 2,2-difluoro-3-hydroxy-3-(2,4,6-trifluorophenyl)propanoate FC(C(=O)OCC)(C(C1=C(C=C(C=C1F)F)F)O)F